1,2,4,5-tetrahydro-3H-benzo[d]azepin-3-carboxylic acid tert-butyl ester C(C)(C)(C)OC(=O)N1CCC2=C(CC1)C=CC=C2